ClC1=CC(=C(COC2=NSC=C2C2=CCN(CC2)CC2=NC3=C(N2C[C@H]2OCC2)C=C(C=C3)C(=O)O)C=C1)F (S)-2-((4-(3-(4-chloro-2-fluorobenzyloxy)isothiazol-4-yl)-5,6-dihydropyridin-1(2H)-yl)methyl)-1-(oxetan-2-ylmethyl)-1H-benzo[d]imidazole-6-carboxylic acid